O=C1C=C2CC[C@H]3[C@@H]4CC[C@H]([C@@H](CCC)C)[C@]4(CC[C@@H]3[C@]2(CC1)C)C 3-Oxochol-4-en